methyl 7-(benzofuran-5-yloxy)-2-((tert-butoxycarbonyl) amino)-1,2,3,4-tetrahydronaphthalene-2-carboxylate O1C=CC2=C1C=CC(=C2)OC2=CC=C1CCC(CC1=C2)(C(=O)OC)NC(=O)OC(C)(C)C